P(=O)([O-])([O-])[O-].C(CCC)[NH2+]CCCC.C(CCC)[NH2+]CCCC.C(CCC)[NH2+]CCCC dibutyl-ammonium phosphate salt